N1C(=NC=C1)C1=CC=C(C=C1)C (4-imidazolylphenyl)methane